N1=C(C=CC=C1)OC1N(CCCC1)C1C=2N(C3=C(CC1=O)C=CC=C3)C=NN2 4-(pyridin-2-yloxypiperidin-1-yl)-4H-[1,2,4]triazolo[4,3-a][1]benzazepin-5(6H)-one